2-(2-chlorophenyl)-N-[4-(2,4-dioxo-1,2,3,4-tetrahydronaphtho[1,2-b][1,4]diazepine-5-yl)phenyl]phenyl-N-methylethanesulfonamide ClC1=C(C=CC=C1)C1=C(C=CC=C1)C(C)S(=O)(=O)N(C)C1=CC=C(C=C1)N1C2=C(NC(CC1=O)=O)C1=CC=CC=C1C=C2